C1(CC1)C=1C=C(O[C@H]2[C@@H](CN(CC2)C2=CC(N(C=3C=CC(=NC23)C#N)C)=O)C)C=CC1 8-((3R,4R)-4-(3-cyclopropylphenoxy)-3-methylpiperidin-1-yl)-5-methyl-6-oxo-5,6-dihydro-1,5-naphthyridine-2-carbonitrile